2-(5-methoxy-2-methyl-1,3-benzothiazol-6-yl)-6-(piperidin-4-yl)-1,5-naphthyridine COC=1C(=CC2=C(N=C(S2)C)C1)C1=NC2=CC=C(N=C2C=C1)C1CCNCC1